2-(1-cyclopropyl-4-fluoropiperidin-4-yl)-8-fluoro-6-(2-methylimidazo[1,2-a]pyrimidin-6-yl)quinazolin-4(3H)-one C1(CC1)N1CCC(CC1)(F)C1=NC2=C(C=C(C=C2C(N1)=O)C=1C=NC=2N(C1)C=C(N2)C)F